4-(5-bromo-2-oxo-benzo[D]oxazol-3(2H)-yl)-3,3-difluoropiperidine-1-carboxylic acid tert-butyl ester C(C)(C)(C)OC(=O)N1CC(C(CC1)N1C(OC2=C1C=C(C=C2)Br)=O)(F)F